(2R,3S,4R,5R)-5-(4-((S)-2-((tert-butoxycarbonyl)amino)-3-methylbutanamido)pyrrolo[2,1-f][1,2,4]triazin-7-yl)-5-cyano-4-hydroxy-2-(hydroxymethyl)tetrahydrofuran-3-yl 2-cyclohexylacetate C1(CCCCC1)CC(=O)O[C@@H]1[C@H](O[C@@]([C@@H]1O)(C#N)C1=CC=C2C(=NC=NN21)NC([C@H](C(C)C)NC(=O)OC(C)(C)C)=O)CO